Tert-butyl N-[1-(3-aminopropyl)-5-(tert-butoxycarbonylamino)-3-piperidyl]carbamate NCCCN1CC(CC(C1)NC(=O)OC(C)(C)C)NC(OC(C)(C)C)=O